CC1=C2C(=CC=3C=4C=CC=CC4N(C13)CCN1CCCCC1)C=NC=C2 5-methyl-6-(2-(piperidin-1-yl)ethyl)-6H-pyrido[4,3-b]carbazole